2-butyl-6-chloro-1H-benzo[de]isoquinoline-1,3(2H)-dione C(CCC)N1C(C2=CC=CC=3C2=C(C1=O)C=CC3Cl)=O